4-butyl-N-hydroxy-3-oxo-3,4-dihydro-2H-benzo[b][1,4]oxazine-6-carboxamide C(CCC)N1C2=C(OCC1=O)C=CC(=C2)C(=O)NO